2-((3R)-3-Amino-4,4-difluoro-1-piperidinyl)-1-((5-chloro-2-pyridinyl)methyl)-1H-benzimidazol-6-carbonitril N[C@@H]1CN(CCC1(F)F)C1=NC2=C(N1CC1=NC=C(C=C1)Cl)C=C(C=C2)C#N